C1(=CC=CC=C1)N1C(C=2C=C(C=CC2N2C1=NC=1C=CC=CC1C2=O)C=2C=CC=1N(C3=CC=CC=C3C1C2)C2=CC=CC=C2)=O 6-Phenyl-3-(9-phenylcarbazol-3-yl)quinazolino[2,1-b]quinazoline-5,12-dion